C(C1=CN=CC=C1)NCC(=O)O Nicotinyl-glycine